C1(=CC=CC=C1)[C@H](C)OCCC(=O)N1CC2CCC(C1)N2C2=NC=C(C#N)C=C2 6-(3-(3-((S)-1-phenylethoxy)propanoyl)-3,8-diazabicyclo[3.2.1]octan-8-yl)nicotinonitrile